4-(((S)-5,5-dimethyltetrahydrofuran-3-yl)amino)pyrido[3,4-d]pyridazin CC1(C[C@@H](CO1)NC=1N=NC=C2C1C=NC=C2)C